COC(C1=CC(=CC(=C1)OCC1CCOCC1)C=1SC(=CN1)C)=O 3-(5-methyl-1,3-thiazol-2-yl)-5-(tetrahydro-2H-pyran-4-ylmethoxy)benzoic acid methyl ester